tert-butyl (3S)-3-({4-[(3-methyl-4-{[1,2,4]triazolo[1,5-a]pyridin-7-yloxy}phenyl)amino]pyrido[3,2-d]pyrimidin-6-yl}amino)pyrrolidine-1-carboxylate CC=1C=C(C=CC1OC1=CC=2N(C=C1)N=CN2)NC=2C1=C(N=CN2)C=CC(=N1)N[C@@H]1CN(CC1)C(=O)OC(C)(C)C